COC1=NC=C(C=C1C(=O)NCC1=C(C=CC=C1)OC(F)(F)F)C=1C=CC=2N(N1)C=C(N2)NC(CC)=O 2-methoxy-5-{2-propanamidoimidazo[1,2-b]pyridazin-6-yl}-N-{[2-(trifluoromethoxy)phenyl]methyl}pyridine-3-carboxamide